(4aR,8aS)-6-[6-[[4-(trifluoromethyl)pyrimidin-2-yl]methyl]-2-azaspiro[3.3]heptane-2-carbonyl]-4,4a,5,7,8,8a-hexahydropyrido[4,3-b][1,4]oxazin-3-one FC(C1=NC(=NC=C1)CC1CC2(CN(C2)C(=O)N2C[C@@H]3[C@@H](OCC(N3)=O)CC2)C1)(F)F